ClC=1C=C(C=CC1)S(=O)(=O)N1CCC2=CC(=CC=C12)[C@H]1[C@@H](C1)NCC1CCNCC1 trans-2-(1-(3-chlorobenzenesulfonyl)indolin-5-yl)-N-(piperidin-4-ylmethyl)cyclopropylamine